2,7-diamino-9H-fluoren-9-one NC1=CC=2C(C3=CC(=CC=C3C2C=C1)N)=O